(2-((2-((3-(4-methylpiperazin-1-yl)-1H-indazol-6-yl)amino)-5-(trifluoromethyl)pyrimidin-4-yl)amino)phenyl)methylsulfonamide CN1CCN(CC1)C1=NNC2=CC(=CC=C12)NC1=NC=C(C(=N1)NC1=C(C=CC=C1)CS(=O)(=O)N)C(F)(F)F